(Z)-2-cyano-3-hydroxy-3-(5-methylisoxazol-4-yl)-N-(5-phenethylpyrimidin-2-yl)acrylamide C(#N)/C(/C(=O)NC1=NC=C(C=N1)CCC1=CC=CC=C1)=C(\C=1C=NOC1C)/O